(S)-2-(3-chloro-4-methylphenyl)-N-((5-(2,7-dioxoazepan-3-yl)-4-oxo-5,6-dihydro-4H-thieno[3,4-c]pyrrol-1-yl)methyl)-2,2-difluoroacetamide ClC=1C=C(C=CC1C)C(C(=O)NCC=1SC=C2C1CN(C2=O)[C@@H]2C(NC(CCC2)=O)=O)(F)F